6-[5-[4-[2-(aminomethyl)-3,3-difluoro-allyl]-5-oxo-tetrazol-1-yl]-3-pyridinyl]-8-methyl-3,4-dihydro-1H-quinolin-2-one NCC(CN1N=NN(C1=O)C=1C=C(C=NC1)C=1C=C2CCC(NC2=C(C1)C)=O)=C(F)F